8-bromo-6-(4-methylpiperazine-1-carbonyl)-3,4-dihydroisoquinoline-2(1H)-carboxylic acid tert-butyl ester C(C)(C)(C)OC(=O)N1CC2=C(C=C(C=C2CC1)C(=O)N1CCN(CC1)C)Br